3-amino-N-(3-azidopropyl)propionamide hydrochloride Cl.NCCC(=O)NCCCN=[N+]=[N-]